bis(4-aminocyclohexyl)-m-diisopropylbenzene NC1CCC(CC1)C1=CC(=C(C=C1C(C)C)C(C)C)C1CCC(CC1)N